[Cl-].C(CCCCCCCCCCCCCCC)[N+](C)(CC)CC Cetyl-Diethyl-Methyl-Ammonium Chloride